OCCCOC1=NC=2N(C(N(C(C2N1C)=O)C)=O)C 8-(3-hydroxypropoxy)-1,3,7-trimethyl-3,7-dihydro-1H-purine-2,6-dione